N-(6-chloropyridin-3-yl)-2-(quinoline-2-carbonyl)hydrazine-1-carbothioamide ClC1=CC=C(C=N1)NC(=S)NNC(=O)C1=NC2=CC=CC=C2C=C1